C(C)OC(C1=CN=C(C(=C1)[N+](=O)[O-])C)=O 5-Nitro-6-methylnicotinic acid ethyl ester